C(C)OC(=O)C1=CN=C2N1C=CC(=C2)Br.C(C2=CC=CC=C2)OC[C@@H]2OC2 (2R)-2-(benzyloxymethyl)oxirane ethyl-7-bromoimidazo[1,2-a]pyridine-3-carboxylate